6-phenyl-6H,7H,8H-pyrrolo[2,3-b]1,5-naphthyridine-9-ol C1(=CC=CC=C1)N1CCC=2C1=NC1=CC=CN=C1C2O